CS(=O)(=O)C1=C(C=CC=C1)N1N=C(C=C1)N 1-(2-methylsulfonylphenyl)pyrazol-3-amine